(6S)-6-methyl-5-[4-(morpholin-4-yl)-3-(trifluoromethyl)phenyl]-3,6-dihydro-2H-1,3,4-oxadiazin-2-one C[C@H]1C(=NNC(O1)=O)C1=CC(=C(C=C1)N1CCOCC1)C(F)(F)F